2-(hex-5-yn-1-yl)-4-hydroxy-6-methylbenzoic acid C(CCCC#C)C1=C(C(=O)O)C(=CC(=C1)O)C